O(C1=CC=CC=C1)CCN1CCN(CC1)C=1C=C(C=NC1)O 5-(4-(2-phenoxyethyl)piperazin-1-yl)-3-hydroxypyridine